5-Methoxy-1-methylindole-2,3-dione COC=1C=C2C(C(N(C2=CC1)C)=O)=O